F[Ce] fluoro-cerium